CNC(O[C@@H]1CC[C@H](CC1)C(N(C[C@@H]1CC[C@H](CC1)C1=CC(=C(C=C1)OC)C)C1=CC(=CC=C1)C=1C=NN(C1)C(C)C)=O)=O trans-4-((3-(1-Isopropyl-1H-pyrazol-4-yl)phenyl)((trans-4-(4-methoxy-3-methylphenyl)cyclohexyl)methyl) carbamoyl)cyclohexyl methylcarbamate